3-((2-Bromophenyl)amino)-2-(2-hydroxyethyl)-3-(trifluoromethyl)-3,4-dihydroisoquinolin-1(2H)-one BrC1=C(C=CC=C1)NC1(N(C(C2=CC=CC=C2C1)=O)CCO)C(F)(F)F